CC1=CC=C(C(=C1)CN1C(C2=C(C1=O)CCCC2)=O)O 4-methyl-6-(3,4,5,6-tetrahydrophthalimidylmethyl)phenol